octadecane-4,14-diol CCCC(CCCCCCCCCC(CCCC)O)O